4-(1-(4,5-dichloro-2-methoxyphenyl)vinyl)piperidine-1-carboxylic acid tert-butyl ester C(C)(C)(C)OC(=O)N1CCC(CC1)C(=C)C1=C(C=C(C(=C1)Cl)Cl)OC